1,4-bis(2-hydroxypropyl)-1,4,7-triazacyclononane OC(CN1CCN(CCNCC1)CC(C)O)C